heptadecane-1,5-diol C(CCCC(CCCCCCCCCCCC)O)O